S[C@@H]1[C@H](N)[C@@H](O)[C@@H](O)[C@H](O1)CO 1-thio-α-galactosamine